F.FC(OC=1C=C(C=CC1OC(F)F)/C=C/C1=NC=2N(C(N(C(C2N1C)=O)CC)=O)CC)F 8-[(E)-2-[3,4-bis(difluoromethoxy)phenyl]vinyl]-1,3-diethyl-7-methyl-purine-2,6-dione, hydrofluoride